4,5-dibromo-N1,N1,N2,N2-tetrabutyl-benzene-1,2-diamine BrC=1C=C(C(=CC1Br)N(CCCC)CCCC)N(CCCC)CCCC